2-[(6-amino-1-methyl-2-oxo-3-quinolinyl)oxy]-N-methyl-acetamide NC=1C=C2C=C(C(N(C2=CC1)C)=O)OCC(=O)NC